OC(CCC=C)C=1NC(C=2SC=C3OCCCC1C32)=O 7-(1-hydroxypent-4-enyl)-12-oxa-3-thia-6-azatricyclo[6.4.1.04,13]trideca-1,4(13),7-trien-5-one